O4-tert-butyl hydrogen N-[(9H-fluoren-9-ylmethoxy)carbonyl]-L-aspartate C1=CC=CC=2C3=CC=CC=C3C(C12)COC(=O)N[C@@H](CC(=O)OC(C)(C)C)C(=O)O